IC1=C(C(=CC=C1)C)C1CCC(CC1)OC(=C)C 1-iodo-3-methyl-2-((1r,4r)-4-(prop-1-en-2-yloxy)cyclohexyl)benzene